7-Acetyl-3-ethyl-1,5-naphthyridin-2(1H)-one C(C)(=O)C1=CN=C2C=C(C(NC2=C1)=O)CC